O.O.O.SCCCCS(=O)O 4-mercaptobutanesulfinate trihydrate